BrC1=C2CN(C(NC2=CC=C1)=O)C1CCC(CC1)C(=O)OC (1s,4s)-methyl 4-(5-bromo-2-oxo-1,2-dihydroquinazolin-3(4H)-yl)cyclohexanecarboxylate